10-(((4-nitrophenoxy)carbonyl)oxy)eicosanoic acid 2-butyloctyl ester C(CCC)C(COC(CCCCCCCCC(CCCCCCCCCC)OC(=O)OC1=CC=C(C=C1)[N+](=O)[O-])=O)CCCCCC